NCC(=O)N1C(C=2N(CC1)C(=C(N2)C2=CC=C(C=C2)C(F)(F)F)NC2=CC=C(C=C2)F)(C)C 2-amino-1-(3-((4-fluorophenyl)amino)-8,8-dimethyl-2-(4-(trifluoromethyl)phenyl)-5,6-dihydroimidazo[1,2-a]pyrazin-7(8H)-yl)ethan-1-one